3-(4-acetyl-benzyl)-4-methyl-1-tosyl-1H-pyrrole C(C)(=O)C1=CC=C(CC2=CN(C=C2C)S(=O)(=O)C2=CC=C(C)C=C2)C=C1